NC1=C(C=C(C(=O)OC)C=C1NC[C@H]1OCC1)F methyl 4-amino-3-fluoro-5-[[(2S)-oxetan-2-yl]methylamino]benzoate